4,4-difluoro-8-methoxy-4,4a-dihydro[1,4]thiazino[4,3-a]quinoline-1,2-dicarboxylic acid methyl ester COC(=O)C1=C(SC(C2N1C1=CC=C(C=C1C=C2)OC)(F)F)C(=O)O